ClC=1C=C2C(=NC1)[C@]1([C@@](O2)([C@@H]([C@H](C1=O)C(=O)OC)C1=CC=CC=C1)C1=CC=C(C=C1)OC(F)(F)F)O |r| rac-methyl (5aR,6S,7R,8aR)-3-chloro-8a-hydroxy-8-oxo-6-phenyl-5a-(4-(trifluoromethoxy)phenyl)-5a,7,8,8a-tetrahydro-6H-cyclopenta[4,5]furo[3,2-b]pyridine-7-carboxylate